2,2'-((((1-(3-iodo-4-(oxiran-2-ylmethoxy)phenyl)ethane-1,1-diyl)bis(4,1-phenylene))bis(oxy))bis(methylene))bis(oxirane) IC=1C=C(C=CC1OCC1OC1)C(C)(C1=CC=C(C=C1)OCC1OC1)C1=CC=C(C=C1)OCC1OC1